CC1C(C(C(=O)O)C(C=C1C)C=C(C)C)C(=O)O 3,4-dimethyl-6-(2-methyl-1-propenyl)-1,2,3,6-tetrahydrophthalic acid